ClC1=C(C=C(C(=C1OC)F)F)N=C(C1=CC=CC=C1)C1=CC=CC=C1 N-(2-chloro-4,5-difluoro-3-methoxyphenyl)-1,1-diphenylmethanimine